[N+](=O)([O-])C1=CC=C(C=N1)N1CCC(CC1)CO 1-(6-nitropyridin-3-yl)piperidine-4-methanol